CC1=CC=CC(=N1)C1=C(N=CN1)C=1C=C2C=C(C=NC2=CC1)C1=CC=C(C(=O)O[C@H]2CN(CC2)C)C=C1 [(3R)-1-methylpyrrolidin-3-yl] 4-[6-[5-(6-methyl-2-pyridyl)-1H-imidazol-4-yl]-3-quinolyl]benzoate